1-(4-(1,2,3,4-tetrahydro-1,7-naphthyridin-6-yl)piperazin-1-yl)ethan-1-one N1CCCC2=CC(=NC=C12)N1CCN(CC1)C(C)=O